2-Chloro-N-(1-ethyl-1H-indazol-4-yl)-5-([(methoxyacetyl)amino]methyl)benzamide ClC1=C(C(=O)NC2=C3C=NN(C3=CC=C2)CC)C=C(C=C1)CNC(COC)=O